N-{4-[3-chloro-4-(2-pyridinylmethoxy)anilino]-3-cyano-7-ethoxy-6-quinolinyl}-4-(dimethylamino)-2-butenamide maleate monohydrate O.C(\C=C/C(=O)O)(=O)O.ClC=1C=C(NC2=C(C=NC3=CC(=C(C=C23)NC(C=CCN(C)C)=O)OCC)C#N)C=CC1OCC1=NC=CC=C1